N1(N=NC=C1)CC1CN(CC1)C=1C=2N(N=C(C1)C=1C(=NC(=NC1)OC)OC)C=CN2 8-(3-((1H-1,2,3-triazol-1-yl)methyl)pyrrolidin-1-yl)-6-(2,4-dimethoxypyrimidin-5-yl)imidazo[1,2-b]pyridazine